BrC(C(=O)NC1=C(C=C(C=C1)Br)O)(C)C 2-bromo-N-(4-bromo-2-hydroxyphenyl)-2-methylpropanamide